(E)-N'-(3,5-dibromo-6-methylpyrazin-2-yl)-N-hydroxyformamidine BrC=1C(=NC(=C(N1)Br)C)/N=C/NO